(R)-tert-butyl (1-(7-acrylamido-2-(2,2,2-trifluoroethoxy)quinazolin-4-yl)pyrrolidin-3-yl)carbamate C(C=C)(=O)NC1=CC=C2C(=NC(=NC2=C1)OCC(F)(F)F)N1C[C@@H](CC1)NC(OC(C)(C)C)=O